nonadecane-5,6-diol CCCCC(C(CCCCCCCCCCCCC)O)O